C(CC)OC1C(C)O1 gamma-epoxypropyl propyl ether